NC1=NC=NC=2C3=C(CC(C12)(C)C)C(=C(C=C3)O[C@@H]3CC[C@H](CC3)NC(OC(C)(C)C)=O)Br tert-butyl N-[trans-4-[(4-amino-7-bromo-5,5-dimethyl-6H-benzo[h]quinazolin-8-yl)oxy]cyclohexyl]carbamate